N[C@@H](C(C(=O)[O-])(C)C)C(=O)[O-] (S)-3-amino-2,2-dimethylsuccinate